1,2,3,4-tetrahydro-1,4-ethanonaphthalene C12CCC(C3=CC=CC=C13)CC2